2-(3,4-dibenzyloxy-6-nitrophenyl)aminoethene C(C1=CC=CC=C1)OC=1C=C(C(=CC1OCC1=CC=CC=C1)[N+](=O)[O-])NC=C